C(C)(C)(C)OC(=O)N1CC(CCC1)(F)C1=NC2=C(N1)C=C(C=C2)C2=CC=NN2 3-(6-(1H-pyrazol-5-yl)-1H-benzo[d]Imidazol-2-yl)-3-fluoropiperidine-1-carboxylic acid tert-butyl ester